The molecule is a quinazoline alkaloid that is quinazolin-4(3H)-one substituted by a 4-hydroxybenzyl group at position 2. It has been isolated from Penicillium paneum and Isaria farinosa. It has a role as a Penicillium metabolite. It is a member of quinazolines and a member of phenols. C1=CC=C2C(=C1)C(=O)NC(=N2)CC3=CC=C(C=C3)O